CN(C(S)=S)C.[Zn] zinc N,N-dimethyldithiocarbamic acid